2-bromo-6-iodo-3-(methoxymethoxy)pyridin-4-ol BrC1=NC(=CC(=C1OCOC)O)I